ClC1=C(C=CC=C1NC=1C(=NC=CC1)C(F)(F)F)[C@@]1(CC(N(C(N1)=N)C1CCOCC1)=O)C (6S)-6-(2-Chloro-3-{[2-(trifluoromethyl)pyridin-3-yl]amino}phenyl)-2-imino-6-methyl-3-(tetrahydropyran-4-yl)hexahydropyrimidin-4-one